8-(Tert-butyl) 2-methyl (1S,2S,5R)-4-oxo-3,8-diazabicyclo[3.2.1]octane-2,8-dicarboxylate O=C1N[C@@H]([C@@H]2CC[C@H]1N2C(=O)OC(C)(C)C)C(=O)OC